ClC1=C2C=C(N(C2=CC=C1Cl)C)C(=O)N[C@@]1(COCC1)C1=C(C=C(C(=O)O)C=C1)C |r| (±)-4-[3-[(4,5-dichloro-1-methyl-indole-2-carbonyl)amino]tetrahydrofuran-3-yl]-3-methyl-benzoic acid